tert-butyl (2S,4S)-4-((7-bromo-6-chloro-8-fluoro-2-(((S)-1-methylpyrrolidin-2-yl)methoxy)-3-nitroquinolin-4-yl)amino)-2-(cyanomethyl)piperidine-1-carboxylate BrC1=C(C=C2C(=C(C(=NC2=C1F)OC[C@H]1N(CCC1)C)[N+](=O)[O-])N[C@@H]1C[C@H](N(CC1)C(=O)OC(C)(C)C)CC#N)Cl